(2r,3r,4r,5s,6r)-2-((palmitoyloxy)methyl)-6-(4-chloro-3-(4-ethoxyphenyl)phenyl)tetrahydro-2H-pyran C(CCCCCCCCCCCCCCC)(=O)OC[C@@H]1O[C@H](CCC1)C1=CC(=C(C=C1)Cl)C1=CC=C(C=C1)OCC